ethyl (7-bromo-2,2-dimethyl-1,2,3,4-tetrahydronaphthalen-1-yl)carbamate BrC1=CC=C2CCC(C(C2=C1)NC(OCC)=O)(C)C